C(C)OC(CCC=1C=CC(=NC1C)C(=O)O)=O 5-(3-Ethoxy-3-oxopropyl)-6-methylpyridine-2-carboxylic acid